ClC=1[Se]C=CC1Br 2-chloro-3-bromoselenophene